[N+](=[N-])=CC(CC[C@@H](C(=O)OC1=CC=CC=C1)NC([C@@H](C)OC)=O)=O phenyl (S)-6-diazo-2-((R)-2-methoxypropanamido)-5-oxohexanoate